Cl.O=C1NC(CCC1N1C(C2=CC=CC(=C2C1=O)N1CCN(CC1)CCCC#CC=1C=NC(=CC1)N1CCNCC1)=O)=O 2-(2,6-dioxopiperidin-3-yl)-4-(4-(5-(6-(piperazin-1-yl)pyridin-3-yl)pent-4-yn-1-yl)piperazin-1-yl)isoindoline-1,3-dione hydrochloride